BrC1=CC=C(OC[C@@H]2COC[C@](O2)(C)CCOC)C=C1 (2S,6S)-6-((4-bromophenoxy)methyl)-2-(2-methoxyethyl)-2-methyl-1,4-dioxan